BrC1=C(C=O)C(=CC=N1)Br 2,4-dibromonicotinaldehyde